7-(2,4-difluorophenyl)-8-(((S)-2-ethoxy-3-hydroxypropyl)thio)-6-(trifluoromethyl)quinazoline-2,4(1H,3H)-dione FC1=C(C=CC(=C1)F)C1=C(C=C2C(NC(NC2=C1SC[C@H](CO)OCC)=O)=O)C(F)(F)F